NC1=NN=C(S1)OCC12CC(C1)(C2)C(C)(C)O 2-(3-(((5-amino-1,3,4-thiadiazol-2-yl)oxy)methyl)bicyclo(1.1.1)pentan-1-yl)propan-2-ol